[Si]([O-])([O-])([O-])[O-].[Mn+2].[Cu+2] copper-manganese silicate